4-fluoro-3-(4,4,5,5-tetramethyl-1,3,2-dioxaborolan-2-yl)aniline Dimethyl-(2-oxopentyl)phosphonate COP(OC)(=O)CC(CCC)=O.FC1=C(C=C(N)C=C1)B1OC(C(O1)(C)C)(C)C